(S)-8-(4-tert-butyl-1-(3,5-bis(trifluoromethyl)phenyl)-4,5-dihydro-1H-imidazol-2-yl)quinoline C(C)(C)(C)[C@@H]1N=C(N(C1)C1=CC(=CC(=C1)C(F)(F)F)C(F)(F)F)C=1C=CC=C2C=CC=NC12